1-(6-bromo-2-oxobenzo[cd]indol-1(2H)-yl)-3-azabicyclo[3.1.1]heptane-2,4-dione BrC=1C=2C3=C(C(N(C3=CC1)C13C(NC(C(C1)C3)=O)=O)=O)C=CC2